tert-butyl 3-((3-((1s,4s)-4-((3-Methoxy-4-methylphenyl)carbamoyl)cyclohexyl)-5-methyl-2-oxo-1,2,3,4-tetrahydroquinazolin-6-yl)oxy)azetidine-1-carboxylate COC=1C=C(C=CC1C)NC(=O)C1CCC(CC1)N1C(NC2=CC=C(C(=C2C1)C)OC1CN(C1)C(=O)OC(C)(C)C)=O